FC=1C=CC2=C(CCO2)C1CNC1=NC=C(C=2N1C=NC2S(=O)(=O)C)C=2C=1N(C(=CC2)C(C)(C)O)N=CN1 2-(8-(5-(((5-fluoro-2,3-dihydrobenzofuran-4-yl)methyl)amino)-1-(methylsulfonyl)imidazo[1,5-c]pyrimidin-8-yl)-[1,2,4]triazolo[1,5-a]pyridin-5-yl)propan-2-ol